Methyl 3-((2-((2,6-dichloropyridin-4-yl)methoxy)-2-oxoethyl)amino)propanoate hydrochloride Cl.ClC1=NC(=CC(=C1)COC(CNCCC(=O)OC)=O)Cl